[Si](C)(C)(C(C)(C)C)OCC1CC(C1)O (1s,3s)-3-(((tert-butyldimethylsilyl)oxy)methyl)cyclobutanol